COCCNCCN(C([O-])=O)C1=C(C2=C(CNCC2)S1)C=1SC2=C(N1)C=CC(=C2)C=2C=NC(=CC2)N2CCNCC2 2-((2-methoxyethyl)amino)ethyl(3-(6-(6-(piperazin-1-yl)pyridin-3-yl)benzo[d]thiazol-2-yl)-4,5,6,7-tetrahydrothieno[2,3-c]pyridin-2-yl)carbamate